O1[C@H](CCC1)CNC(=O)C=1C=2C[C@@H]3[C@H](C2N(N1)C1=C(C=C(C=C1)F)F)C3 (1aR,5aR)-2-(2,4-Difluoro-phenyl)-1a,2,5,5a-tetrahydro-1H-2,3-diaza-cyclopropa[a]pentalene-4-carboxylic acid [(R)-1-(tetrahydrofuran-2-yl)methyl]-amide